[5-(methoxymethyl)-3-pyridyl]methanone COCC=1C=C(C=NC1)C=O